2-((dimethylamino)methyl)-1-phenylcyclohexane-1-ol CN(C)CC1C(CCCC1)(O)C1=CC=CC=C1